COC(=O)N(NC(=O)C1=C(N=NC(=C1)C)SC1=CC(=CC=C1)C(F)(F)F)CC1=C(C=C(C=C1)C)C methyl-1-(2,4-dimethylbenzyl)-2-(6-methyl-3-((3-(trifluoromethyl)phenyl)thio)pyridazine-4-carbonyl)hydrazine-1-carboxylate